ClC=1C=C(CNCCCCOCCOC2=NC3=C(C4=CN=CC=C24)C=CC(=C3)C(=O)O)C=C(C1)CO 5-(2-(4-((3-chloro-5-(hydroxymethyl)benzyl)amino)butoxy)ethoxy)benzo[c][2,6]naphthyridine-8-carboxylic acid